C1(=CC=CC=C1)C1=CC(N(C=N1)\C=C/1\CCN(CC12CCCC2)C(=O)N2C(CNCC2)C2=CC=CC=C2)=O (Z)-6-phenyl-3-((7-(2-phenylpiperazine-1-carbonyl)-7-azaspiro[4.5]decan-10-ylidene)methyl)pyrimidin-4(3H)-one